3-amino-6-(2,6-dimethylpyridin-4-yl)-N-(2-methoxyphenylmethyl)-5-phenylpyrazine-2-carboxamide NC=1C(=NC(=C(N1)C1=CC=CC=C1)C1=CC(=NC(=C1)C)C)C(=O)NCC1=C(C=CC=C1)OC